3-(N-(4-chloro-5-cyano-2-((1-methylazetidin-3-yl)methoxy)phenyl)sulfamoyl)-4-cyclopropylbenzoic acid ClC1=CC(=C(C=C1C#N)NS(=O)(=O)C=1C=C(C(=O)O)C=CC1C1CC1)OCC1CN(C1)C